ClC=1C=C(CNC2=NC=CC=C2)C=CC1Cl N-(3,4-dichlorobenzyl)pyridin-2-amine